2-(4-((R and S)-1-(((S)-((R)-5-cyano-1,2,3,4-tetrahydroquinolin-3-yl)(phenyl)methyl)amino)propan-2-yl)-2-methoxyphenyl)acetic acid C(#N)C1=C2C[C@H](CNC2=CC=C1)[C@@H](C1=CC=CC=C1)NC[C@H](C)C1=CC(=C(C=C1)CC(=O)O)OC |&1:21|